methyl-4-vinylpyridinium hydroxide [OH-].C[N+]1=CC=C(C=C1)C=C